C([2H])([2H])([2H])N(CCC1=C(N(C2=C(C(=C(C(=C12)[2H])[2H])[2H])[2H])C(CCCCCCC\C=C/C\C=C/CCCCC)=O)[2H])C([2H])([2H])[2H] (9Z,12Z)-1-(3-(2-(bis(methyl-d3)amino)ethyl)-1H-indol-1-yl-2,4,5,6,7-d5)octadeca-9,12-dien-1-one